C(C)(C)N1N=C(C=C1)C=1C(=C2C(=NC(=NN2C1)C1=NC=CC=C1)N1C[C@@H](CC1)COC)C |r| rac-6-(1-Isopropyl-1H-pyrazol-3-yl)-4-(3-(methoxymethyl)pyrrolidin-1-yl)-5-methyl-2-(pyridin-2-yl)pyrrolo[2,1-f][1,2,4]triazine